1-Ethyl-3-(oxazol-2-yl)urea hydrochloride Cl.C(C)NC(=O)NC=1OC=CN1